4-[5-(aminomethyl)pyrimidin-2-yl]-3-[6-(2-methylpropoxy)pyridazin-4-yl]oxybenzonitrile NCC=1C=NC(=NC1)C1=C(C=C(C#N)C=C1)OC1=CN=NC(=C1)OCC(C)C